C(C1=CC=CC=C1)N1CC=2C(N(C=3N=CC=CC3C2CC1)CC1=CC=C(C=C1)Br)=O 3-Benzyl-6-(4-bromobenzyl)-2,3,4,6-tetrahydropyrido[3,4-c][1,8]naphthyridine-5(1H)-one